methyl para-hydroxybenzoate (methyl benzoate) CC1=C(C(=O)O)C=CC=C1.OC1=CC=C(C(=O)OC)C=C1